ClC1=C(C=C2C=C(N=CC2=C1)NC(=O)C1C(C1)C=1OC=CC1)N1CCN(CC1)C1(COCC1O)C N-[7-chloro-6-[4-(4-hydroxy-3-methyl-tetrahydrofuran-3-yl)piperazin-1-yl]-3-isoquinolyl]-2-(2-furyl)cyclopropanecarboxamide